3-[4-bromo-3-[1-[tert-butyl(dimethyl)silyl]oxy-1-methyl-ethyl]anilino]-1-(trans-4-cyanotetrahydro-2H-pyran-3-yl)pyrazole-4-carboxamide BrC1=C(C=C(NC2=NN(C=C2C(=O)N)[C@@H]2COCC[C@H]2C#N)C=C1)C(C)(C)O[Si](C)(C)C(C)(C)C